N1(CCCC1)C(=O)OC1=CC(=CC=C1)N1N=CC(=C1)C1=CC(=C(C(=C1)C=O)O)F 3-(4-(3-fluoro-5-formyl-4-hydroxyphenyl)-1H-pyrazol-1-yl)phenyl pyrrolidine-1-carboxylate